(1-((6-chloro-3-((4-fluoro-1-methylpiperidin-4-yl)ethynyl)-1H-pyrazolo[4,3-c]pyridin-1-yl)methyl)cyclopentyl)methanol ClC1=CC2=C(C=N1)C(=NN2CC2(CCCC2)CO)C#CC2(CCN(CC2)C)F